FC1=CC(=C(C=C1C=1C=NC(=CC1)N1CCCC1)NC(=O)C1=CNC(C=C1C(F)(F)F)=O)N1C[C@H](N([C@H](C1)C)C)C N-[4-Fluoro-5-(6-pyrrolidin-1-ylpyridin-3-yl)-2-[(3R,5S)-3,4,5-trimethylpiperazin-1-yl]phenyl]-6-oxo-4-(trifluoromethyl)-1H-pyridin-3-carboxamid